C1(=CC=CC=C1)C=1NC(=C(N1)CC1=CC=CC=C1)CO 2-phenyl-4-benzyl-5-hydroxymethylimidazole